4-(3-methyloxetan-3-yl)piperazin CC1(COC1)N1CCNCC1